tert-butyl (2S)-2-[4-bromo-2-(5-cyclopropyl-4-butoxy-4,5-dihydroisoxazol-3-yl)phenoxy]propanoate BrC1=CC(=C(O[C@H](C(=O)OC(C)(C)C)C)C=C1)C1=NOC(C1OCCCC)C1CC1